NCC=1C(=NC(=C(N1)C=1C=CC=2N(C1)C(=CN2)C)C2=CC(=CC(=C2)F)F)N 3-(aminomethyl)-6-(3,5-difluorophenyl)-5-[3-methylimidazo[1,2-a]pyridin-6-yl]pyrazin-2-amine